tert-butyl (S)-2-(hydroxymethyl)-5-(4-(trifluoromethyl) phenyl)-3,4-dihydropyridine-1(2H)-carboxylate OC[C@H]1N(C=C(CC1)C1=CC=C(C=C1)C(F)(F)F)C(=O)OC(C)(C)C